C1(=CC=CC=C1)C1=NC(=NC(=N1)C1=CC=CC=C1)C1=C(C=CC=C1C1=NC(=NC(=N1)C1=CC=CC=C1)C1=CC=CC=C1)C1=C(C(=NC=C1N1C2=CC=CC=C2C=2C=C(C=CC12)C(C)(C)C)N1C2=CC=CC=C2C=2C=C(C=CC12)C(C)(C)C)N1C2=CC=CC=C2C=2C=C(C=CC12)C(C)(C)C 9,9',9''-(4-(2,3-bis(4,6-diphenyl-1,3,5-triazin-2-yl)phenyl)pyridine-2,3,5-triyl)tris(3-(tert-butyl)-9H-carbazole)